C(=O)[C@@H]1C[C@@H](OC(O1)(C)C)CC(=O)N(C)OC 2-[(4R,6S)-6-formyl-2,2-dimethyl-[1,3]dioxan-4-yl]-N-methoxy-N-methyl-acetamide